OC1=C(C(=CC(=C1C(=O)N1CCOCC1)CCCCC)O)[C@H]1[C@@H](CCC(=C1)C)C(=C)C ((1'R,2'R)-2,6-dihydroxy-5'-methyl-4-pentyl-2'-(prop-1-en-2-yl)-1',2',3',4'-tetrahydro-[1,1'-biphenyl]-3-yl)(morpholino)methanone